CC([C@@H](C(=O)N[C@H](C(=O)N[C@H](C#C)CCS(=O)C)CC(C)C)NC(OCC1=CC=CC=C1)=O)C benzyl ((2S)-3-methyl-1-(((2S)-4-methyl-1-(((3S)-5-(methylsulfinyl)pent-1-yn-3-yl)amino)-1-oxopentan-2-yl)amino)-1-oxobutan-2-yl)carbamate